3-(3,5-dimethylphenyl)-7-methyl-1H-indole-2-carboxylic acid CC=1C=C(C=C(C1)C)C1=C(NC2=C(C=CC=C12)C)C(=O)O